(5-(1-(4-fluorophenyl)-2-methyl-1H-imidazo[4,5-c]quinolin-8-yl)-2-methoxyphenyl)methanol FC1=CC=C(C=C1)N1C(=NC=2C=NC=3C=CC(=CC3C21)C=2C=CC(=C(C2)CO)OC)C